C(C)(C)(C)OC(=O)N1CCN(CC1)C1CCC(CC1)C1=C(C=C(C=C1)I)OC 4-(4-(4-iodo-2-methoxyphenyl)cyclohexyl)piperazine-1-carboxylic acid tert-butyl ester